2-hydroxy-1-{3-[4-(2-hydroxy-2-methylpropionyl)phenyl]-1,1,3-trimethylindane-5-yl}-2-methylpropane-1-one OC(C(=O)C=1C=C2C(CC(C2=CC1)(C)C)(C)C1=CC=C(C=C1)C(C(C)(C)O)=O)(C)C